ClC=1C=C(C=NC1)C=1C=NC(=CC1)NC(CCC(=O)N1C=2N(CCC1)N=C(C2)C)=O N-(5'-chloro-[3,3'-bipyridin]-6-yl)-4-(2-methyl-6,7-dihydropyrazolo[1,5-a]pyrimidin-4(5H)-yl)-4-oxobutanamide